ClC=1C=C(C=C(C1)F)[C@H]1N(OCC1)C(=O)C1CCN(CC1)C1=NC=NC(=C1)C=1N(N=CC1)C [(3S)-3-(3-chloro-5-fluoro-phenyl)isoxazolidin-2-yl]-[1-[6-(2-methylpyrazol-3-yl)pyrimidin-4-yl]-4-piperidyl]methanone